COC1=CC=C2C(=NC=NC2=C1)N1CCC(CC1)CCNS(N)(=O)=O 7-methoxy-4-(4-(2-(sulfamoylamino)ethyl)piperidin-1-yl)quinazolin